ClC1=C(C=CC(=C1)C(F)(F)F)C=1CCCC2=C(C1C1=CC=C(C=C1)CC1CN(C1)CCCF)C=CC=C2 8-(2-Chloro-4-(trifluoromethyl)phenyl)-9-(4-((1-(3-fluoropropyl)azetidin-3-yl)methyl)phenyl)-6,7-dihydro-5H-benzo[7]annulen